C(C1=CC=CC=C1)S(=O)(=NC)NC1=C(C(=C(OC2=NC=CC=C2C2=NC(=NC=C2)N[C@@H]2CN(CCC2)C(=O)OC(C)(C)C)C=C1)F)F tert-butyl (3S)-3-((4-(2-(4-((S-benzyl-N-methyl-sulfonimidoyl)amino)-2,3-difluoro-phenoxy)-3-pyridyl)pyrimidin-2-yl)amino)piperidine-1-carboxylate